2-({[(tert-butoxy)carbonyl]Amino}methyl)-3-(carbamoylmethyl)-1-ethyl-6-methoxy-1H-1,3-benzodiazol-3-ium bromide [Br-].C(C)(C)(C)OC(=O)NCC1=[N+](C2=C(N1CC)C=C(C=C2)OC)CC(N)=O